BrCC1=CC=C(C=C1)C(=C(C1=CC=CC=C1)C1=CC=C(C=C1)CBr)C1=CC=CC=C1 1,2-Bis[4-(bromomethyl)phenyl]-1,2-diphenylethen